(2-((dimethylamino)methyl)-4-nitrophenyl)piperidin-4-ol CN(C)CC1=C(C=CC(=C1)[N+](=O)[O-])N1CCC(CC1)O